N-(2-chlorophenyl)-3-(N-(4-chlorophenyl)sulfamoyl)benzamide ClC1=C(C=CC=C1)NC(C1=CC(=CC=C1)S(NC1=CC=C(C=C1)Cl)(=O)=O)=O